O[C@@H]1[C@@H](COC1)NC(OC(C)(C)C)=O tert-butyl (cis-4-hydroxytetrahydrofuran-3-yl)carbamate